CCCCCCCC(C)C1=CC(=C2C3=C(CCC(C3)C)C(OC2=C1)(C)C)O Methyloctylpyran